BrC1=CC=C(C=C1)C1=CC(=CC(=C1)C1=CC=C(C=C1)Br)C1=CC=C(C=C1)Br 4,4''-dibromo-5'-(4-bromophenyl)-1,1':3',1''-terphenyl